tert-Butyl 3-[4-[(5-fluoro-6-phenoxy-3-pyridyl)amino]quinazolin-6-yl]piperidine-1-carboxylate FC=1C=C(C=NC1OC1=CC=CC=C1)NC1=NC=NC2=CC=C(C=C12)C1CN(CCC1)C(=O)OC(C)(C)C